NC1=NC=CC2=CC(=CC=C12)CNC(=O)C1=NN(C(=C1)Cl)CCC1CCN(CC1)C N-((1-aminoisoquinolin-6-yl)methyl)-5-chloro-1-(2-(1-methylpiperidin-4-yl)ethyl)-1H-pyrazole-3-carboxamide